3-(3-chlorophenyl)thieno[3',2':4,5]benzo[1,2-d]isoxazole-4,8-dione ClC=1C=C(C=CC1)C1=NOC2=C1C(C1=C(C2=O)C=CS1)=O